ClC1=C(C(=O)N[C@H]2[C@H]3CC[C@@H](C2)N3C#N)C=CC(=C1)C1=NC(=NC=C1)C 2-chloro-N-((1R,2R,4S)-7-cyano-7-azabicyclo[2.2.1]heptan-2-yl)-4-(2-methyl-4-pyrimidinyl)benzamide